O=CC(CC(N1[C@@H]2C(O[C@H](C1)C2)=O)=O)NC([O-])=O 1,4-dioxo-4-((1S,4S)-3-oxo-2-oxa-5-azabicyclo[2.2.1]heptan-5-yl)butan-2-ylcarbamate